C1CCC2=C(C=CC=C12)C1=C(C=C2C(=N1)C(=NN2)C=2C=CC(=NC2)N2C[C@H]1N(CC2)C[C@@H](C1)O)OC (7r,8as)-2-(5-(5-(2,3-dihydro-1H-inden-4-yl)-6-methoxy-1H-pyrazolo[4,3-b]pyridin-3-yl)pyridin-2-yl)octahydropyrrolo[1,2-a]pyrazin-7-ol